orotate C(C1=CC(=O)NC(=O)N1)(=O)[O-]